COC(C1=CC=C(C=C1)C1NC(CC1)=O)=O 4-(5-oxo-pyrrolidin-2-yl)benzoic acid methyl ester